C(CCCCCCC\C=C/C\C=C/CCCCC)(=O)OCC(COC(CCCCCCC\C=C/C\C=C/CCCCC)=O)(COC(CCCCCCC\C=C/C\C=C/CCCCC)=O)NCCS(=O)(=O)O 2-((1,3-bis(((9Z,12Z)-octadeca-9,12-dienoyl)oxy)-2-((((9Z,12Z)-octadeca-9,12-dienoyl)oxy)methyl)propan-2-yl)amino)ethane-1-sulfonic acid